BrC1=C(N)C(=CC(=C1)[N+](=O)[O-])[N+](=O)[O-] 2-bromo-4,6-dinitro-aniline